5-(2-fluoro-6-hydroxy-4-(((4-(trifluoromethyl)pyridin-2-yl)amino)methyl)phenyl)-1,2,5-thiadiazolidin-3-one 1,1-dioxide FC1=C(C(=CC(=C1)CNC1=NC=CC(=C1)C(F)(F)F)O)N1CC(NS1(=O)=O)=O